ClC1=NC=C(C(=C1)NCCCOC1=C(C=NN1C)C1=NC=CC(=N1)N)C#CC=1C=NN(C1)CC(F)(F)F 2-(5-(3-((2-chloro-5-((1-(2,2,2-trifluoroethyl)-1H-pyrazol-4-yl)ethynyl)pyridin-4-yl)amino)propoxy)-1-methyl-1H-pyrazol-4-yl)pyrimidin-4-amine